OCC=1C=C(C=C(C1)CO)[N+](=O)[O-] 3,5-bis-(hydroxymethyl)nitrobenzene